ClC=1C(N(C(=CC1OC([2H])([2H])C1=NC=C(C=C1F)F)C)C1=CC(=NC=C1C)N1N=C(C(=C1)F)C(C)(C)NC(CC)=O)=C=O (R)-N-(2-(1-(3-chloro-4-((3,5-difluoropyridin-2-yl)methoxy-d2)-5',6-dimethyl-2-carbonyl-2H-[1,4'-bipyridyl]-2'-yl)-4-fluoro-1H-pyrazol-3-yl)propan-2-yl)propanamide